(R)-1-(4-(4-((1-(2-methyl-3-(trifluoromethyl)phenyl)ethyl)amino)-pyrido[3,4-d]pyrimidin-6-yl)-3,6-dihydropyridin-1(2H)-yl)ethan-1-one CC1=C(C=CC=C1C(F)(F)F)[C@@H](C)NC=1C2=C(N=CN1)C=NC(=C2)C=2CCN(CC2)C(C)=O